2-[(3R)-3-methyl-[1,4'-bipiperidine]-1'-yl]-N-[3-(trifluoromethyl)benzyl]-1,3-thiazole-5-carboxamide C[C@H]1CN(CCC1)C1CCN(CC1)C=1SC(=CN1)C(=O)NCC1=CC(=CC=C1)C(F)(F)F